1-ethyl-8-(tert-butyl)-10H-benzo[b]indeno[2,1-d]thiophen-10-one C(C)C1=C2C(C=3C4=C(SC3C2=CC=C1)C=CC(=C4)C(C)(C)C)=O